5-chloro-7-iodo-1H-pyrazolo[3,4-c]pyridine ClC=1C=C2C(=C(N1)I)NN=C2